COCCOCCCN1C(C=CC=C1)=O N-3-(2-methoxyethoxy)propylpyridone